ClC1=C(C(=O)N(C)OC)C=C(C=C1)CN1N=NC(=C1)C1=C(N=C2N1C=CC=C2)C2=CC=C(C=C2)Cl 2-Chloro-5-((4-(2-(4-chlorophenyl)imidazo[1,2-a]pyridin-3-yl)-1H-1,2,3-triazol-1-yl)methyl)-N-methoxy-N-methylbenzamide